CO[C@H]1CC[C@H](CC1)N1CC(NC2=NC=C(N=C21)[Sn](C)(C)C)=O 4-((cis)-4-methoxycyclohexyl)-6-(trimethylstannanyl)-3,4-dihydropyrazino[2,3-b]Pyrazin-2(1H)-one